[4-[4-(pentafluoro-lambda6-sulfanyl)phenyl]sulfonylmorpholin-2-yl]benzothiophene-2-carboxamide FS(C1=CC=C(C=C1)S(=O)(=O)N1CC(OCC1)C1=C(SC2=C1C=CC=C2)C(=O)N)(F)(F)(F)F